FC1=CC=C(C=C1)C1=C(C(=NC=2C3=C(CCC12)C=CC=C3)OC)C#N 4-(4-Fluorophenyl)-5,6-dihydro-2-methoxybenzo[h]quinoline-3-carbonitrile